BrC=1C=C2/C(/CC3(CCN(CC3)C(=O)OC(C)(C)C)C2=CC1)=N/O tert-butyl (E)-5-bromo-3-(hydroxyimino)-2,3-dihydrospiro[indene-1,4'-piperidine]-1'-carboxylate